4-(2-thienyl)methylene-2,6-di-tert-butyl-2,5-cyclohexadiene-1-one S1C(=CC=C1)C=C1C=C(C(C(=C1)C(C)(C)C)=O)C(C)(C)C